(4S,4aR,7aR)-6-(5-(6-isopropyl-2-methoxypyridin-3-yl)imidazo[2,1-b][1,3,4]thiadiazol-2-yl)octahydropyrano[2,3-c]pyrrol-4-amine C(C)(C)C1=CC=C(C(=N1)OC)C1=CN=C2SC(=NN21)N2C[C@H]1[C@H](C2)[C@H](CCO1)N